C1SC=CC2=CC=CC=C12 isothiochromene